C(#N)C(CCC(=O)OCC)(C)SC(=S)SCC ethyl 4-cyano-4-(((ethylthio)carbonothioyl)thio)pentanoate